ClC1=C(C(=CC=C1CCl)Cl)F 2,6-dichloro-3-chloromethylfluorobenzene